CC1=CC(=NN1C1=CC=C(C=C1)OC(F)(F)F)N1CC2N(C(C1)C2)C(=O)OC(C)(C)C tert-butyl 3-[5-methyl-1-[4-(trifluoromethoxy) phenyl] pyrazol-3-yl]-3,6-diazabicyclo-[3.1.1]-heptane-6-carboxylate